1-((2-((Tetrahydro-2H-pyran-4-yl)methoxy)pyridin-4-yl)methyl)-3-(2-(1-(trifluoromethyl)cyclopropyl)ethyl)urea O1CCC(CC1)COC1=NC=CC(=C1)CNC(=O)NCCC1(CC1)C(F)(F)F